1-(5-methyl-2-(spiro[3.3]heptan-2-yl)phenoxy)cyclopropane-1-carboxamide CC=1C=CC(=C(OC2(CC2)C(=O)N)C1)C1CC2(C1)CCC2